[Ag].[Ba] barium-silver